C[C@H]1O[C@H](CN(C1)C1=NC=CC(=N1)N1OC=CC1C1=C(C=C(C=C1)OC)F)C N-(2-((2R,6S)-2,6-dimethylmorpholino)pyrimidin-4-yl)-3-(2-fluoro-4-methoxyphenyl)isoxazol